C1=CC=CC=2C3=CC=CC=C3C(CC12)=O Phenanthron